NN1C(CC(CC1(C)C)CCCCCCC1CC(N(C(C1)(C)C)N)(C)C)(C)C 4,4'-hexa-methylene-bis(amino-2,2,6,6-tetramethylpiperidine)